ClC1=NC=CC(=C1)C(CO)(C)C 2-(2-chloropyridin-4-yl)-2-methylpropan-1-ol